4-butoxy-N-(2-(5-hydroxy-1H-indol-3-yl)ethyl)benzenesulfonamide C(CCC)OC1=CC=C(C=C1)S(=O)(=O)NCCC1=CNC2=CC=C(C=C12)O